CC1=C(C(=CC(=C1)C)C)C(CSC#N)O 1-(2,4,6-trimethylphenyl)-2-thiocyano-1-ethanol